(S)-2-((3-((tert-Butoxycarbonyl)amino)-5-methyl-4-oxo-2,3,4,5-tetrahydrobenzo[b][1,4]oxazepin-7-yl)oxy)acetic acid ethyl ester C(C)OC(COC1=CC2=C(OC[C@@H](C(N2C)=O)NC(=O)OC(C)(C)C)C=C1)=O